L-4-nitrostyrene [N+](=O)([O-])C1=CC=C(C=C)C=C1